(1aS,5aS)-2-(2,4-Difluoro-phenyl)-1a,2,5,5a-tetrahydro-1H-2,3-diaza-cyclopropa[a]pentalene-4-carboxylic acid (6-fluoro-pyridin-2-yl)-amide FC1=CC=CC(=N1)NC(=O)C=1C=2C[C@H]3[C@@H](C2N(N1)C1=C(C=C(C=C1)F)F)C3